2-(3-chloro-5-fluorophenyl)acetonitrile ClC=1C=C(C=C(C1)F)CC#N